p-fluoropyridine FC1=CC=NC=C1